8-chloro-N-[1-(2,5-dichloro-4-pyridyl)azetidin-3-yl]-9-methyl-pyrido[3',2':4,5]thieno[3,2-d]pyrimidin-4-amine ClC1=C(C2=C(SC3=C2N=CN=C3NC3CN(C3)C3=CC(=NC=C3Cl)Cl)N=C1)C